C(=O)(O)C1=C(C=CC(=C1)O)NC(=O)C=1C(=C(C(=O)NC2=C(C(=O)O)C=C(C=C2)O)C=C(C1)O)O 2-(3-(2-Carboxy-4-hydroxyphenylaminocarbonyl)-2,5-dihydroxybenzamido)-5-hydroxylbenzoic acid